[PH3+]C(=O)O phosphonioformic acid